11-Methyl-7,8,8a,13,13a,13b-hexahydro-5H-benzo[1,2]indolizino[8,7-b]indol-5-one CC1=CC=C2C3C(NC2=C1)C1C2=C(C(N1CC3)=O)C=CC=C2